O=C(CNC(CCl)=O)C1=CC(=C(C=C1)F)Cl N-(2-Oxo-2-(3-chloro-4-fluorophenyl)ethyl)chloroacetamide